CC1=NN2C(N=C(C=C2N(CC2=CC=C(C=C2)C=2C=NC=CC2)CCC)C)=C1C=1C(=CC(=NC1)N(C)C)C 5-{2,5-dimethyl-7-[propyl({[4-(pyridin-3-yl)phenyl]methyl})amino]pyrazolo[1,5-a]pyrimidin-3-yl}-N,N,4-trimethylpyridin-2-amine